[Cl-].C[N+](C)(C)C TetraMethylAmmonium Chloride